NC1=NC=2C=C(C(=CC2C2=C1COC2)C(=O)N([C@@H]2COC1=C2C=CC(=C1)C(F)(F)F)C1CC1)Cl 4-amino-7-chloro-N-cyclopropyl-N-((3S)-6-(trifluoromethyl)-2,3-dihydro-1-benzofuran-3-yl)-1,3-dihydrofuro[3,4-c]quinoline-8-carboxamide